NCCOCCN1C(C=CC1=O)=O 1-[2-(2-aminoethoxy)ethyl]pyrrole-2,5-dione